4-(6-(bis(4-methoxybenzyl)amino)-4-methyl-3-(trifluoromethyl)pyridin-2-yl)-3,6-difluorobenzoate COC1=CC=C(CN(C2=CC(=C(C(=N2)C2=C(C=C(C(=O)[O-])C(=C2)F)F)C(F)(F)F)C)CC2=CC=C(C=C2)OC)C=C1